FC=1C(=C(C=CC1F)[C@H]1[C@@H](O[C@@]2(CC[C@]12C)C(F)(F)F)C(=O)NC=1C=NC(=CC1)C(CO)O)OC |o1:8,9,11,14| rel-(1R,3R,4S,5R)-4-(3,4-difluoro-2-methoxyphenyl)-N-(6-(1,2-dihydroxyethyl)pyridine-3-yl)-5-methyl-1-trifluoromethyl-2-oxabicyclo[3.2.0]heptane-3-carboxamide